N-(4-fluoro-3-((2-((4-fluorophenyl)amino)-5-(4-(trifluoromethyl)phenyl)pyrimidin-4-yl)amino)phenyl)acrylamide trifluoroacetate FC(C(=O)O)(F)F.FC1=C(C=C(C=C1)NC(C=C)=O)NC1=NC(=NC=C1C1=CC=C(C=C1)C(F)(F)F)NC1=CC=C(C=C1)F